ClC1=CC=C(C=C1)C=1C(=NOC1C1=CC=C(C=C1)F)NC(C1=CC=C(C=C1)F)=O N-[4-(4-chlorophenyl)-5-(4-fluorophenyl)-1,2-oxazol-3-yl]-4-fluorobenzamide